(1R,2S)-2-{3-[(5-chloro-2-methylpyridin-4-yl)amino]-1H-indazol-6-yl}-5'-methoxy-1'H-spiro[cyclopropane-1,3'-indol]-2'-one ClC=1C(=CC(=NC1)C)NC1=NNC2=CC(=CC=C12)[C@@H]1C[C@@]12C(NC1=CC=C(C=C21)OC)=O